NC1=C(C(=NN1CCC1=C(C=CC(=C1)Br)Br)Br)C#N 5-amino-3-bromo-1-(2,5-dibromophenethyl)-1H-pyrazole-4-carbonitrile